ClC1=CC2=C(N=N1)N(CCC2)[C@H]2CN(CCC2)C (R)-3-chloro-8-(1-methylpiperidin-3-yl)-5,6,7,8-tetrahydropyrido[2,3-c]pyridazine